(1R,4R,7R)-2-{2-[1-(cyclopropylmethyl)-6-(1-methyl-1H-1,2,3-benzotriazol-6-yl)-1H-indol-2-yl]-7-methoxy-1-methyl-1H-1,3-benzodiazole-5-carbonyl}-2-azabicyclo[2.2.1]heptan-7-amine C1(CC1)CN1C(=CC2=CC=C(C=C12)C=1C=CC2=C(N(N=N2)C)C1)C1=NC2=C(N1C)C(=CC(=C2)C(=O)N2[C@@H]1CC[C@H](C2)[C@H]1N)OC